bis(diethylbismuthanylsulfanyl)(ethyl)bismuthane C(C)[Bi](CC)S[Bi](CC)S[Bi](CC)CC